2,2-Dimethyl-propionic acid 2-cyclopropyl-6-oxo-1-propyl-8-[1-(3-trifluoromethyl-benzyl)-1H-pyrazol-4-yl]-1,6-dihydro-purin-7-ylmethyl ester C1(CC1)C=1N(C(C=2N(C(=NC2N1)C=1C=NN(C1)CC1=CC(=CC=C1)C(F)(F)F)COC(C(C)(C)C)=O)=O)CCC